S1C(=NN=C1)NC=1C=C(C#N)C=C(C1)F 3-((1,3,4-Thiadiazol-2-yl)amino)-5-fluorobenzonitrile